NC=1N=C(C=C2C=C(N=CC12)NC(=O)[C@H]1[C@@H](C1)F)C=1C=NN(C1)C trans-N-(8-amino-6-(1-methyl-1H-pyrazol-4-yl)-2,7-naphthyridin-3-yl)-2-fluorocyclopropaneCarboxamide